1,4-Bis(Aminomethyl)benzol NCC1=CC=C(C=C1)CN